ClC1=C(C=CC=C1Cl)N1CCN(CC1)CCCCNCCC(C#N)(C1=CC=CC=C1)C1=CC=CC=C1 4-((4-(4-(2,3-Dichlorophenyl)piperazin-1-yl)butyl)amino)-2,2-diphenylbutanenitrile